COC=1C=C(C=CC1OC)C1=NC2=C(N1C)C=CC=C2 2-(3,4-dimethoxyphenyl)-1-methyl-1H-benzo[d]imidazole